ClC1=NC=C(C(=C1)C1=C(C=NC(=C1)C=O)C(=O)OC)OC methyl 2'-chloro-6-formyl-5'-methoxy-[4,4'-bipyridine]-3-carboxylate